C1(=CC=C(C=C1)C1=NC(=NC(=N1)Cl)C1=CC=CC=2C(C3=CC=CC=C3C12)(C)C)C1=CC=CC=C1 2-([1,1'-biphenyl]-4-yl)-4-chloro-6-(9,9-dimethyl-9H-fluoren-4-yl)-1,3,5-triazine